2-bromo-N-(3,5-dibromopyrazin-2-yl)acetamide BrCC(=O)NC1=NC=C(N=C1Br)Br